4-(4-((R)-1-chloro-6,7,8,9-tetrahydro-5H-benzo[7]annulen-5-yl)piperazin-1-yl)benzamide ClC1=CC=CC2=C1CCCC[C@H]2N2CCN(CC2)C2=CC=C(C(=O)N)C=C2